3-(1,3-dimethylpyrazol-4-yl)-6-(7-methyl-[1,2,4]triazolo[4,3-b]pyridazin-6-yl)-7,8-dihydro-5H-1,6-naphthyridine CN1N=C(C(=C1)C=1C=NC=2CCN(CC2C1)C=1C(=CC=2N(N1)C=NN2)C)C